N4-[5-chloro-2-(dimethylphosphoryl)phenyl]-N2-[(3S)-piperidin-3-yl]-5-(trifluoromethyl)pyrimidine-2,4-diamine ClC=1C=CC(=C(C1)NC1=NC(=NC=C1C(F)(F)F)N[C@@H]1CNCCC1)P(=O)(C)C